N-[(2S)-3-Hydroxy-3-methylbutan-2-yl]-3-oxo-2-(1,2-thiazol-4-yl)-6-[4-(trifluoromethyl)phenyl]-2,3-dihydropyridazine-4-carboxamide OC([C@H](C)NC(=O)C=1C(N(N=C(C1)C1=CC=C(C=C1)C(F)(F)F)C=1C=NSC1)=O)(C)C